3-amino-5-bromo-6-chloro-2-methylbenzoic acid methyl ester COC(C1=C(C(=CC(=C1Cl)Br)N)C)=O